4-methoxyoxazolidin-2-one COC1NC(OC1)=O